FC1=CC(=NC(=C1[Si](C)(C)C)F)NN (4,6-difluoro-5-trimethylsilyl-2-pyridyl)hydrazine